C(C1=CC=CC=C1)N1C(C(C(CC1)C=1C(=NC=CC1C)C1(COC1)OC)C)=O 1-benzyl-4-(2-(3-methoxyoxetan-3-yl)-4-methylpyridin-3-yl)-3-methylpiperidin-2-one